di-ethylene glycol e-dimethyl ether COCCOCCOC